CC(C(=O)OC)(C)OC=C(CCC1=CC=CC=C1)C methyl 2-methyl-2-((2-methyl-4-phenylbut-1-en-1-yl)oxy)propanoate